3,5-dioxothiomorpholin O=C1NC(CSC1)=O